FC1(CNCC[C@H]1C1=CC=C(C#N)C=C1)F (S)-4-(3,3-difluoropiperidin-4-yl)benzonitrile